1-chloro-3,6-dibromoisoquinoline ClC1=NC(=CC2=CC(=CC=C12)Br)Br